(R)-(3-aminopiperidin-1-yl)(2-(7-chloro-1-(cyclobutylmethyl)1H-indol-2-yl)-3,4-dihydro-5-oxa-1,2a-diazaacenaphthylen-7-yl)methanone N[C@H]1CN(CCC1)C(=O)C=1C=C2OCCN3C(=NC(C1)=C32)C=3N(C2=C(C=CC=C2C3)Cl)CC3CCC3